4,4'-(1,3-phenylenebis-(propane-2,2-diyl))bis(2,6-diisopropylaniline) C1(=CC(=CC=C1)C(C)(C)C1=CC(=C(N)C(=C1)C(C)C)C(C)C)C(C)(C)C1=CC(=C(N)C(=C1)C(C)C)C(C)C